CC1=C(CC(C(C1)C=O)C=O)C 1,2-dimethyl-4,5-diformylcyclohexene